(4-(6-(5,6-dimethoxypyridin-3-yl)-4-methylquinazolin-8-yl)phenyl)acetamide COC=1C=C(C=NC1OC)C=1C=C2C(=NC=NC2=C(C1)C1=CC=C(C=C1)CC(=O)N)C